5-{2-amino-[1,2,4]triazolo[1,5-a]pyridin-7-yl}-N-{[2-(cyclopentylmethoxy)-5-fluorophenyl]methyl}-2-methoxy-6-methylpyridine-3-carboxamide NC1=NN2C(C=C(C=C2)C=2C=C(C(=NC2C)OC)C(=O)NCC2=C(C=CC(=C2)F)OCC2CCCC2)=N1